Cl.COC(CCCN)=O γ-aminobutyric acid methyl ester hydrochloride